ClC1=CC2=C(C=N1)C(=NN2C2=C(C=CC(=C2)F)OC)C(=O)O 6-Chloro-1-(5-fluoro-2-methoxyphenyl)-1H-pyrazolo[4,3-c]pyridine-3-carboxylic acid